C(CCC)N1C(=CC2=CC(=CC=C12)NC(C1=C(C=CC(=C1)CNC(C(C)C)=O)Cl)=O)C(=O)NC1=CC=C(C=C1)OC(F)(F)F 1-butyl-5-(2-chloro-5-(isobutyramidomethyl)benzamido)-N-(4-(trifluoromethoxy)phenyl)-1H-indole-2-carboxamide